FC1([C@@H](O[C@@H]([C@H]1O)CO)N1C=NC=2C(=O)NC(N)=NC12)F 2'-Deoxy-2',2'-difluoroguanosine